5-((2-(azetidin-1-ylmethyl)-6-fluorobenzyl)amino)-N-(isothiazol-3-yl)-6-methylpyridine-2-sulfonamide trifluoroacetate salt FC(C(=O)O)(F)F.N1(CCC1)CC1=C(CNC=2C=CC(=NC2C)S(=O)(=O)NC2=NSC=C2)C(=CC=C1)F